ethyl-2-oxobutanoate C(C)OC(C(CC)=O)=O